tert-butyl-peroxymaleic acid C(C)(C)(C)/C(/C(=O)OO)=C/C(=O)O